Methyl 1-(4-(methoxycarbonyl)-2-nitrophenyl)-4-((trifluoromethyl)thio)-1H-pyrrole-2-carboxylate COC(=O)C1=CC(=C(C=C1)N1C(=CC(=C1)SC(F)(F)F)C(=O)OC)[N+](=O)[O-]